yttrium-iron-boron [B].[Fe].[Y]